COC([C@@H](N(C)C(CN(C)C(=O)C1[N@@](C1)CC1=CC=CC=C1)=O)C(C)C)=O N-(N-((R)-1-phenylmethylaziridine-2-carbonyl)-N-methylglycinyl)-N-methyl-L-valine methyl ester